C(=C)(C)[C@@H](CC[C@H](CCO)C)CCC=C (3R,6R)-6-isopropenyl-3-methyl-9-decenol